COC1=CC=C(CN2C=CC(C3=C2N=CN=C3)=O)C=C1 8-(4-methoxybenzyl)pyrido[2,3-d]pyrimidin-5(8H)-one